(S)-N-(3,3-difluoro-1-methylcyclobutyl)-4-(2,2-difluoro-7-((5-methoxy-7-methyl-1H-indol-4-yl)methyl)-7-azaspiro[3.5]nonan-6-yl)benzamide FC1(CC(C1)(C)NC(C1=CC=C(C=C1)[C@@H]1CC2(CC(C2)(F)F)CCN1CC1=C2C=CNC2=C(C=C1OC)C)=O)F